4-(4-((2,2-difluoroethyl)(7-fluoro-1-methyl-1H-[1,2,3]triazolo[4,5-c]isoquinolin-5-yl)amino)pyridin-2-yl)-2,2-dimethylbut-3-ynenitrile FC(CN(C1=CC(=NC=C1)C#CC(C#N)(C)C)C1=NC2=C(C=3C=CC(=CC13)F)N(N=N2)C)F